BrC=1C=C(C2=CC(=CC=C2C1)O)CCNC(C)=O N-(2-(3-bromo-7-hydroxynaphthalen-1-yl)ethyl)acetamide